ClC=1C=C(C=C2C=C(N=CC12)NC(=O)[C@H]1[C@H](C1)F)C=1C(=NC(=CC1)OC)C |r| (±)-cis-N-[8-chloro-6-(6-methoxy-2-methyl-3-pyridinyl)-3-isoquinolinyl]-2-fluoro-cyclopropanecarboxamide